FC(CN1N=C(C=C1)C(C)O)(F)F 1-(1-(2,2,2-Trifluoroethyl)-1H-pyrazol-3-yl)ethanol